C(C)S=C(OCCl)[O-] O-(chloromethyl) S-ethylthiocarbonate